4-(1H-pyrazol-4-yl)-7-((2-(trimethylsilyl)ethoxy)-methyl)-7H-pyrrolo[2,3-D]pyrimidine N1N=CC(=C1)C=1C2=C(N=CN1)N(C=C2)COCC[Si](C)(C)C